C(CCCCCCC)SC=C1C(C(=CC(C1)=CSCCCCCCCC)C)O 2,4-di(n-octylthiomethylene)-6-methyl-phenol